N-{4-[(4-{3-(cyanomethyl)-3-[4-(7H-pyrrolo[2,3-d]pyrimidin-4-yl)-1H-pyrazol-1-yl]azetidin-1-yl}piperidin-1-yl)methyl]pyridin-2-yl}-2,2-dimethylpropanamide C(#N)CC1(CN(C1)C1CCN(CC1)CC1=CC(=NC=C1)NC(C(C)(C)C)=O)N1N=CC(=C1)C=1C2=C(N=CN1)NC=C2